(Sa)-6-(1-(4-(2-(Dimethylamino)pyridin-4-yl)benzyl)-4-fluoro-1H-indol-7-carboxamido)-spiro[3.3]heptan CN(C1=NC=CC(=C1)C1=CC=C(CN2C=CC3=C(C=CC(=C23)C(=O)NC2CC3(CCC3)C2)F)C=C1)C